BrC1=C(C=CC(=C1)Cl)C1=C(C(=C(C(=C1[2H])[2H])[2H])[2H])[2H] 2-bromo-4-chloro-1,1'-biphenyl-2',3',4',5',6'-d5